3-(1-methyl-6-(piperazin-1-yl)-1H-indazol-3-yl)piperidin-2-one CN1N=C(C2=CC=C(C=C12)N1CCNCC1)C1C(NCCC1)=O